(E)-N-(2,2-dimethyl-2H-benzopyran-6-yl)-3-(phenyl)acrylamide CC1(OC2=C(C=C1)C=C(C=C2)NC(\C=C\C2=CC=CC=C2)=O)C